C(C)(C)(C)OC([C@@H](N)CC1=CC=CC=C1)=O O-t-butylphenylalanine